FC12CC(C1)(C2)CNCC=2C=CC=1N(C2)C=C(N1)CN1C=CC=2C(=CN=CC2C1=O)C1=CC=C(C(=O)N)C=C1 4-{7-[(6-{[((3-fluorobicyclo[1.1.1]pentan-1-yl)methyl)amino]methyl}imidazo[1,2-a]pyridin-2-yl)methyl]-8-oxo-7,8-dihydro-2,7-naphthyridin-4-yl}benzamide